5'-((1S,2S,4R)-rel-2-amino-7-azabicyclo[2.2.1]heptane-7-carbonyl)-2'',3-difluoro-4''-(2-hydroxy-2-methylpropyl)-[1,1':2',1''-terphenyl]-4-carbonitrile N[C@@H]1[C@@H]2CC[C@H](C1)N2C(=O)C2=CC=C(C(=C2)C2=CC(=C(C=C2)C#N)F)C2=C(C=C(C=C2)CC(C)(C)O)F |o1:1,2,5|